N-(4-(naphthalen-1-yl)phenyl)-3-dibenzofuranamine C1(=CC=CC2=CC=CC=C12)C1=CC=C(C=C1)NC=1C=CC2=C(OC3=C2C=CC=C3)C1